FC(C=1C(=C(C=CC1)[C@@H](C)NC=1C2=C(N=C(N1)C)N=C(C(=C2)C2(CC2)C#N)OCCN(C)C)F)F (R)-1-(4-((1-(3-(difluoromethyl)-2-fluorophenyl)ethyl)amino)-7-(2-(dimethylamino)ethoxy)-2-methylpyrido[2,3-d]pyrimidin-6-yl)cyclopropane-1-carbonitrile